(3-(p-tolyl)prop-1-yn-1-yl)trimethylsilane C1(=CC=C(C=C1)CC#C[Si](C)(C)C)C